N-(4-(4-amino-2-oxo-1-(6-(piperazin-1-yl)pyridin-3-yl)-1,2-dihydro-3H-imidazo[4,5-c]pyridin-3-yl)benzyl)-5-fluoro-2-methoxybenzamide NC1=NC=CC2=C1N(C(N2C=2C=NC(=CC2)N2CCNCC2)=O)C2=CC=C(CNC(C1=C(C=CC(=C1)F)OC)=O)C=C2